N1C(N=CC2=NC3=C(N=C12)N=CC=N3)=O pyrazinopteridinone